N1=CC=CC2=C(C=CC=C12)C1=CC=C(O1)C(C(=O)O)C 2-(5-(quinolin-5-yl)furan-2-yl)propionic acid